3-[(aminooxy)methyl]pyrrolidine dihydrochloride Cl.Cl.NOCC1CNCC1